COC(C1=C(C(=CC=C1)N1CCOCC1)C=CC1=CC(=CC=C1)OC)=O methyl-2-(3-methoxystyryl)-3-morpholinobenzoate